C1(CCCCC1)NC1=C(CNC(C=C)=O)C=C(C=C1)NS(=O)(=O)C N-(2-(cyclohexylamino)-5-(N-methylsulphonylamino)benzyl)acrylamide